salicylyl sulfate S1(=O)(=O)OC(C=2C(O)=CC=CC2)O1